FC=1C=C2C(=NC(=NC2=CC1C1=CC=CC=2CC3C(C12)C3)OC[C@H]3N(CCC3)C)N3C[C@@H](N(CC3)C(C(=C)F)=O)CC#N 2-((2S)-4-(6-fluoro-2-(((S)-1-methylpyrrolidin-2-yl)methoxy)-7-(1,1a,6,6a-tetrahydrocyclopropa[a]inden-2-yl)quinazolin-4-yl)-1-(2-fluoroacryloyl)piperazin-2-yl)acetonitrile